ethyl 2-[4-[2-chloro-4-(tetradecanoylamino)phenyl]-2-oxo-chromen-7-yl]oxyacetate ClC1=C(C=CC(=C1)NC(CCCCCCCCCCCCC)=O)C1=CC(OC2=CC(=CC=C12)OCC(=O)OCC)=O